2,2-dimethyltetrahydrofurano[3,4-d][1,3]Dioxole-4-carboxylic acid CC1(OC2C(O1)COC2C(=O)O)C